tert-Butyl 4-(2-fluoro-5-nitrophenyl)-3,6-dihydropyridine-1(2H)-carboxylate FC1=C(C=C(C=C1)[N+](=O)[O-])C=1CCN(CC1)C(=O)OC(C)(C)C